6-(2-fluorophenoxy)-8-methyl-2-[(1-phenylpropyl)amino]pyrido[2,3-d]pyrimidin-7(8H)-one FC1=C(OC2=CC3=C(N=C(N=C3)NC(CC)C3=CC=CC=C3)N(C2=O)C)C=CC=C1